CC1=C(C2=CC=CC=C2N1)CCNC(=O)C3=CC=CC=C3F The molecule is a member of the class of indoles that is 2-methyltryptamine in which a hydrogen attached to the primary amino group has been replaced by a 2-fluorobenzoyl group. It is a cell-permeable inhibitor of actin assembly mediated by actin-related protein Arp2/3 complex which works by binding to Arp2/3 complex, stabilising the inactive state of the complex and preventing its movement into the active conformation. It is a member of indoles, an organofluorine compound and a member of benzamides.